C(C)(CCCCCCCCCCCC)O sectetradecyl alcohol